3-p-chlorophenyl-1-(t-butyldimethylsilyl)-2-propyn-1-one ClC1=CC=C(C=C1)C#CC(=O)[Si](C)(C)C(C)(C)C